2-{[2-O-acetyl-3,4,6-tri-O-benzoyl-α-D-mannopyranosyl-(1→3)-[2-O-acetyl-3,4,6-tri-O-benzoyl-α-D-mannopyranosyl-(1→6)]-2,4-di-O-benzoyl-β-D-mannopyranosyl]oxy}ethanal C(C)(=O)O[C@@H]1[C@H](O[C@@H]([C@H]([C@@H]1OC(C1=CC=CC=C1)=O)OC(C1=CC=CC=C1)=O)COC(C1=CC=CC=C1)=O)O[C@@H]1[C@@H]([C@@H](O[C@@H]([C@H]1OC(C1=CC=CC=C1)=O)CO[C@@H]1[C@@H](OC(C)=O)[C@@H](OC(C2=CC=CC=C2)=O)[C@H](OC(C2=CC=CC=C2)=O)[C@H](O1)COC(C1=CC=CC=C1)=O)OCC=O)OC(C1=CC=CC=C1)=O